3,4-dihydroxyphenyl-naphthalene dimethylamino-1-propanesulfonate CN(C)C(CC)S(=O)(=O)O.OC=1C=C(C=CC1O)C1=CC=CC2=CC=CC=C12